4-[2-(2-methylindol-5-yl)thiazolo[4,5-b]pyridin-6-yl]-3,6-dihydro-2H-pyridine-1-carboxylic acid tert-butyl ester C(C)(C)(C)OC(=O)N1CCC(=CC1)C=1C=C2C(=NC1)N=C(S2)C=2C=C1C=C(NC1=CC2)C